(2S,4R)-1-tert-butyl 2-methyl 4-(methylthio)pyrrolidine-1,2-dicarboxylate CS[C@@H]1C[C@H](N(C1)C(=O)OC(C)(C)C)C(=O)OC